(6-chloro-1-(3-(trifluoromethyl)benzyl)-1H-indol-5-yl)acrylamide ClC1=C(C=C2C=CN(C2=C1)CC1=CC(=CC=C1)C(F)(F)F)C(C(=O)N)=C